2-(4-chlorophenyl)-2-(1,3-dioxoisoindolin-2-yl)acetic acid ClC1=CC=C(C=C1)C(C(=O)O)N1C(C2=CC=CC=C2C1=O)=O